(R)-2-(2-(3-(2-(benzofuran-6-yl)ethyl)-3-(2H-tetrazol-5-yl)pyrrolidin-1-yl)propan-2-yl)pyridine O1C=CC2=C1C=C(C=C2)CC[C@@]2(CN(CC2)C(C)(C)C2=NC=CC=C2)C=2N=NNN2